2,3,4'-trihydroxybenzophenone OC1=C(C(=O)C2=CC=C(C=C2)O)C=CC=C1O